6-(3-hydroxy-4-methoxyphenyl)pyrazine-2-carbohydrazide OC=1C=C(C=CC1OC)C1=CN=CC(=N1)C(=O)NN